NC=1C2=C(N=CN1)N(C=C2C2=CC=C(C=C2)NC(=O)C=2C(N(N(C2C)C)C2=CC=CC=C2)=O)CCO (4-(4-amino-7-(2-hydroxyethyl)-7H-pyrrolo[2,3-d]pyrimidin-5-yl)phenyl)-1,5-dimethyl-3-oxo-2-phenyl-2,3-dihydro-1H-pyrazole-4-carboxamide